BrC=1C=CC(=C(C1)CO)I (5-Bromo-2-iodophenyl)methanol